1-(5-amino-2-methoxyphenyl)ethanone hydrochloride Cl.NC=1C=CC(=C(C1)C(C)=O)OC